NC=1C=C(C=CC1OC(F)(F)F)S(=O)(=O)N[C@H](CN1CCNCC1)C1=CC=C(C=C1)Cl (S)-3-amino-N-(1-(4-chlorophenyl)-2-(piperazin-1-yl)ethyl)-4-(trifluoromethoxy)benzenesulfonamide